C1(CCC1)N1C2=NC=NC=C2NC1=O 9-cyclobutyl-7H-purin-8-one